C(C1=CC=CC=C1)OC1=NC(=CC=C1C1=NC(=C(C(=C1)C)N1CC(C1)COCC1=CC=CC=C1)C)OCC1=CC=CC=C1 2',6'-bis(benzyloxy)-5-(3-((benzyloxy)methyl)azetidin-1-yl)-4,6-dimethyl-2,3'-bipyridine